NC1=NC=C(C=C1O[C@H](C)C=1C=C(C=CC1)NC(C1=CC(=C(C=C1)C(F)(F)F)S(=O)(=O)C)=O)C=1C=NN(C1)C (R)-N-(3-(1-((2-Amino-5-(1-methyl-1H-pyrazol-4-yl)pyridin-3-yl)oxy)ethyl)phenyl)-3-(methylsulfonyl)-4-(trifluoromethyl)benzamid